3-(2-((2-(2,6-dioxopiperidin-3-yl)-1,3-dioxoisoindol-4-yl)oxy)acetamido)-N-methylpropanamide formate C(=O)O.O=C1NC(CCC1N1C(C2=CC=CC(=C2C1=O)OCC(=O)NCCC(=O)NC)=O)=O